(2S,4R)-4-fluoro-1-[2-(5-oxo-4,5-dihydro-1H-1,2,4-triazol-3-yl)acetyl]-N-[(S)-phenyl[5-(propan-2-yl)pyridin-2-yl]methyl]pyrrolidine-2-carboxamide F[C@@H]1C[C@H](N(C1)C(CC1=NNC(N1)=O)=O)C(=O)N[C@H](C1=NC=C(C=C1)C(C)C)C1=CC=CC=C1